CC=1C=C(CC=2C3=CC=CC=C3N=C3C=CC=CC23)C=CC1C 9-(3,4-dimethylbenzyl)acridine